NC=1C2=C(N=CN1)N(C(=C2C2=CC(=C(C=C2)OC=2C=NC=C(C2)C)OC)C=2CCN(CC2)C(C=C)=O)C 1-(4-(4-amino-5-(3-methoxy-4-((5-methylpyridin-3-yl)oxy)phenyl)-7-methyl-7H-pyrrolo[2,3-d]pyrimidin-6-yl)-3,6-dihydropyridin-1(2H)-yl)prop-2-en-1-one